(1R,2S,5S)-N-(1-Cyano-2-(1-methyl-2-oxo-1,2-dihydropyridin-3-yl)ethyl)-3-((S)-3,3-dimethyl-2-(2,2,2-trifluoroacetamido)butanoyl)-6,6-dimethyl-3-azabicyclo[3.1.0]hexane-2-carboxamide C(#N)C(CC=1C(N(C=CC1)C)=O)NC(=O)[C@@H]1[C@H]2C([C@H]2CN1C([C@H](C(C)(C)C)NC(C(F)(F)F)=O)=O)(C)C